benzo[d]isothiazole-3-carbonyl chloride S1N=C(C2=C1C=CC=C2)C(=O)Cl